5-((2-amino-3-fluoropyridin-4-yl)methyl)-N-(but-3-en-1-yl)-3,4-difluoro-2-((2-fluoro-4-iodophenyl)amino)benzamide NC1=NC=CC(=C1F)CC=1C(=C(C(=C(C(=O)NCCC=C)C1)NC1=C(C=C(C=C1)I)F)F)F